C(C)(C)C1=C(C=CC=C1)C1CN(CCN1C1CC2(C1)CCNCC2)CC=2N=COC2 4-((3-(2-isopropylphenyl)-4-(7-azaspiro[3.5]nonan-2-yl)piperazin-1-yl)methyl)oxazole